FC1C(OC(O1)=O)COO[SH2]OC1CS(OC1)(=O)=O 4-[({[(5-fluoro-2-oxo-1,3-dioxolan-4-yl)methyl]oxy}(oxy)-λ4-thio)oxy]-2λ6-1,2-oxathiolane-2,2-dione